N1C([C@](C(C1([2H])[2H])([2H])[2H])([2H])C1=CNC=2C=CC=C(C12)O)([2H])[2H] (S)-3-(pyrrolidin-3-yl-2,2,3,4,4,5,5-d7)-1H-indol-4-ol